NC1=CC=C(C=C1)OC(=O)C1=CC=C(C=C1)C=1C(=CC(=CC1)C(=O)OC1=CC=C(C=C1)N)C1=CC=CC=C1 terphenyl-4,4'-dicarboxylic acid bis(4-aminophenyl) ester